CC1=NC=CC(=C1C)C1=CC=NC=C1 2,3-dimethyl-4,4'-bipyridine